CC1=C(C=CC=C1N)C1=C(C(=CC=C1)N)C 2,2'-dimethyl[1,1'-biphenyl]-3,3'-diamine